CC1(C(OB(O1)C=1C=NC(=NC1)N1CCC(CC1)O)(C)C)C 1-[5-(tetramethyl-1,3,2-dioxaborolan-2-yl)pyrimidin-2-yl]piperidin-4-ol